tetrahydro-3H-pyrrolol N1C(CCC1)O